hafnium Tribenzyl(pentapropylcyclopentadienyl)hafnium(IV) C(C1=CC=CC=C1)[Hf](C1(C(=C(C(=C1CCC)CCC)CCC)CCC)CCC)(CC1=CC=CC=C1)CC1=CC=CC=C1.[Hf]